COC(CC1=CC=CC=C1)OC Phenyl-AcetAldehyde Dimethyl Acetal